6-(2-Methylpyridin-4-yl)-1-(tetrahydro-2H-pyran-4-yl)-1H-indazol-5-amine CC1=NC=CC(=C1)C1=C(C=C2C=NN(C2=C1)C1CCOCC1)N